6-(2,5-dimethyl-1H-pyrrol-1-yl)-4-methylpyridin CC=1N(C(=CC1)C)C1=CC(=CC=N1)C